4-(3-methyl-4-(methylsulfonyl)phenyl)-5-(methylsulfonyl)-3-(trifluoromethyl)-1H-indazole CC=1C=C(C=CC1S(=O)(=O)C)C1=C2C(=NNC2=CC=C1S(=O)(=O)C)C(F)(F)F